1-((4-((2-methoxyethyl)amino)pyrimidin-2-yl)methyl)-4-(1-(4-(trifluoromethyl)phenyl)-1H-indazol-3-yl)pyridin-2(1H)-one COCCNC1=NC(=NC=C1)CN1C(C=C(C=C1)C1=NN(C2=CC=CC=C12)C1=CC=C(C=C1)C(F)(F)F)=O